FC1=CC(=C(C=C1)C=1N=CC(=NC1C1=NN2C(CN(CC2)C(C=C)=O)=C1)C=1C=CC(N(C1)C)=O)OC(C)C 5-[5-(4-fluoro-2-isopropoxy-phenyl)-6-(5-prop-2-enoyl-6,7-dihydro-4H-pyrazolo[1,5-a]pyrazin-2-yl)pyrazin-2-yl]-1-methyl-pyridin-2-one